methyl (S)-3-amino-3-(2',6'-dimethyl-[1,1'-biphenyl]-3-yl)propanoate N[C@@H](CC(=O)OC)C=1C=C(C=CC1)C1=C(C=CC=C1C)C